C1(CCCC1)C(=O)OC[C@]1(O[C@H]([C@@H]2OC(O[C@@H]21)(C)C)C2=CC=C1C(=NC=NN12)N)C#N ((3aS,4R,6S,6aS)-6-(4-aminopyrrolo[2,1-f][1,2,4]triazin-7-yl)-4-cyano-2,2-dimethyltetrahydrofuro[3,4-d][1,3]dioxol-4-yl)methyl cyclopentanecarboxylate